Pyridin-2-yl carbonate C(OC1=NC=CC=C1)([O-])=O